ClC1=CC(=C(C=C1)N1N=C(N=C1C1=C(C=C(C=C1)Cl)Cl)O)F 1-(4-Chloro-2-fluorophenyl)-5-(2,4-dichlorophenyl)-1H-1,2,4-triazol-3-ol